4-[4-(4-Chlorophenyl)phenyl]-2-[4-[(E)-3-oxo-3-phenylprop-1-enyl]phenoxy]butanoic acid ClC1=CC=C(C=C1)C1=CC=C(C=C1)CCC(C(=O)O)OC1=CC=C(C=C1)\C=C\C(C1=CC=CC=C1)=O